5-(4-fluoro-1H-imidazol-1-yl)-2-[3-(7-methyl-2,7-diazaspiro[3.5]non-2-yl)-1,2,4-triazin-6-yl]phenol hydrochloride Cl.FC=1N=CN(C1)C=1C=CC(=C(C1)O)C1=CN=C(N=N1)N1CC2(C1)CCN(CC2)C